FC(C=1C(=CC(=C(C1)C=1C(=CC=C(C1)C([2H])([2H])[2H])C(=O)OC)OC)F)F Methyl 5'-(difluoromethyl)-4'-fluoro-2'-methoxy-5-(methyl-d3)-[1,1'-biphenyl]-2-carboxylate